3-vinyl-5,6-dihydroimidazo[1,5-a]pyrazine-7(8H)-carboxylic acid tert-butyl ester C(C)(C)(C)OC(=O)N1CC=2N(CC1)C(=NC2)C=C